3-chloro-8-((2S,3R)-3-(((S)-ethylsulfinyl)methyl)-2-methylazetidine-1-yl)-5-isopropylisoquinoline ClC=1N=CC2=C(C=CC(=C2C1)C(C)C)N1[C@H]([C@@H](C1)C[S@@](=O)CC)C